FC=1C=C2C(=NNC2=CC1OCCOC)C1=CC(=NO1)C1=CC=C(C(=O)N2[C@@H](CCC2)CNS(=O)(=O)C)C=C1 N-{[(2S)-1-(4-{5-[5-fluoro-6-(2-methoxyethoxy)-1H-indazol-3-yl]-1,2-oxazol-3-yl}benzoyl)pyrrolidin-2-yl]methyl}methanesulfonamide